C(CCCCCCCCCCCCCCCCCCCCC)O (13Z)-behenyl alcohol